tert-butyl 6-[8-(1,3-benzothiazol-2-ylcarbamoyl)-3,4-dihydro-1H-isoquinolin-2-yl]-3-[3-[4-(1,3-dioxolan-2-ylmethyl)phenoxy]-2-methyl-phenyl]pyridine-2-carboxylate S1C(=NC2=C1C=CC=C2)NC(=O)C=2C=CC=C1CCN(CC21)C2=CC=C(C(=N2)C(=O)OC(C)(C)C)C2=C(C(=CC=C2)OC2=CC=C(C=C2)CC2OCCO2)C